COC1=C(C=C(C(=C1)N(C)CCOC)C=1C=NN(C1)C)NC=1N=C(C2=C(N1)NC=C2)NC=2C(=C1N=CC=NC1=CC2)P(C)(C)=O (6-((2-((2-methoxy-4-((2-methoxyethyl)(methyl)amino)-5-(1-methyl-1H-pyrazol-4-yl)phenyl)amino)-7H-pyrrolo[2,3-d]pyrimidin-4-yl)amino)quinoxalin-5-yl)dimethylphosphine oxide